(3-((5-(2-fluoro-5-((6-fluoro-4-methyl-1H-indol-5-yl)oxy)phenyl)-4H-1,2,4-triazol-3-yl)methyl)phenyl)cyclobutane-1-carboxylic acid FC1=C(C=C(C=C1)OC=1C(=C2C=CNC2=CC1F)C)C=1NC(=NN1)CC=1C=C(C=CC1)C1(CCC1)C(=O)O